COC(CO)(CO)OC 2,2-dimethoxy-1,3-propanediol